(1S,2S,4R,6R)-2-(hydroxymethyl)-2-(methoxymethyl)-4,6-dimethylquinuclidin-3-one OC[C@]1(N2[C@@H](C[C@](C1=O)(CC2)C)C)COC